(±)-2-(1,3-Dioxo-1,3-dihydro-isoindol-2-yl)-1,2,3,4-tetrahydro-cyclopenta[b]indole-7-carbonitrile O=C1N(C(C2=CC=CC=C12)=O)[C@@H]1CC2=C(NC=3C=CC(=CC23)C#N)C1 |r|